2-((5-(2-((3R,5R)-6-(diethylamino)-5-hydroxy-2-methylhexan-3-yl)-2,6-diazaspiro[3.4]oct-6-yl)-1,2,4-triazin-6-yl)oxy)-N-ethyl-5-fluoro-N-isopropylbenzamide fumarate C(\C=C\C(=O)O)(=O)O.C(C)N(C[C@@H](C[C@H](C(C)C)N1CC2(C1)CN(CC2)C=2N=CN=NC2OC2=C(C(=O)N(C(C)C)CC)C=C(C=C2)F)O)CC